tert-Butyl (3R)-3-[[3-(2-chloro-6-methyl-4-pyridyl)-2-(3-cyanophenyl)pyrazolo[1,5-a]pyrimidine-5-carbonyl]amino]piperidine-1-carboxylate ClC1=NC(=CC(=C1)C=1C(=NN2C1N=C(C=C2)C(=O)N[C@H]2CN(CCC2)C(=O)OC(C)(C)C)C2=CC(=CC=C2)C#N)C